ClC1=NC=C(C(=C1)C1=C(C=NC(=C1)C)C(=O)NC=1SC(=NN1)C1COCC1)OC 2'-chloro-5'-methoxy-6-methyl-N-(5-(tetrahydrofuran-3-yl)-1,3,4-thiadiazol-2-yl)-(4,4'-bipyridine)-3-carboxamide